N1N=CC2=C(C=CC=C12)CN1N=CC2=C(C1=O)N(C1=C2OC(=N1)CC1=CC=NN1)C 6-((1H-indazol-4-yl)methyl)-2-((1H-pyrazol-5-yl)methyl)-4-methyl-4,6-dihydro-5H-oxazolo[5',4':4,5]pyrrolo[2,3-d]pyridazin-5-one